O[C@H]1[C@@H]([C@H](C(C1)=O)CCCCCCC(=O)O)\C=C\[C@H]([C@@H](CC#CC)C)O |&1:19| 7-((1R,2R,3R)-3-hydroxy-2-((1E,3S,4RS)-3-hydroxy-4-methylocta-1-en-6-yn-1-yl)-5-oxocyclopentyl)heptanoic acid